7-((1-(3,4,5-trimethoxyphenyl)-1H-imidazol-4-yl)amino)benzofuran-5-carboxylic acid COC=1C=C(C=C(C1OC)OC)N1C=NC(=C1)NC1=CC(=CC=2C=COC21)C(=O)O